2-{6,6-difluoro-3-azabicyclo[3.1.0]hexan-3-yl}-N-{4-[(2,2-difluorocyclopentyl)oxy]-3-fluorophenyl}-5-(2,2,2-trifluoroethyl)oxazole-4-carboxamide FC1(C2CN(CC12)C=1OC(=C(N1)C(=O)NC1=CC(=C(C=C1)OC1C(CCC1)(F)F)F)CC(F)(F)F)F